ClC=1C=C(OCC(=O)O)C=C(C1CC1=CC(=C(C=C1)O)C=1C=NC=CC1)Cl 2-[3,5-dichloro-4-[[4-hydroxy-3-(3-pyridyl)phenyl]methyl]phenoxy]acetic acid